Methyl 1-benzyl-2-methylpiperidine-4-carboxylate Methyl-2-methylpiperidine-4-carboxylate COC(=O)C1CC(NCC1)C.C(C1=CC=CC=C1)N1C(CC(CC1)C(=O)OC)C